allcarbonyl-iron C(C=C)C(=O)[Fe]